C(C)(C)(C)OC(=O)N1[C@H](CCC1)COC=1C=NC=CC1CNC1=C(C(N(CC1)C(=O)OC(C)(C)C)=O)C(NC1=C(C(=CC=C1)Cl)OC)=S tert-butyl 4-[[(3-[[(2R)-1-(tert-butoxycarbonyl)pyrrolidin-2-yl]methoxy]pyridin-4-yl)methyl]amino]-3-[(3-chloro-2-methoxyphenyl)carbamothioyl]-2-oxo-5,6-dihydropyridine-1-carboxylate